2-(2-Cyclopropyl-3-methoxyphenyl)-2-[(3R)-3-[4-(5,6,7,8-tetrahydro-1,8-naphthyridin-2-yl)butoxy]pyrrolidin-1-yl]acetic acid C1(CC1)C1=C(C=CC=C1OC)C(C(=O)O)N1C[C@@H](CC1)OCCCCC1=NC=2NCCCC2C=C1